1-cycloheptanol C1(CCCCCC1)O